2-[[2-[6-(5-cyclopropyl-4H-1,2,4-triazol-3-yl)-2-azaspiro[3.3]heptane-2-carbonyl]-2,6-diazaspiro[3.3]heptan-6-yl]methyl]benzenesulfonamide C1(CC1)C=1NC(=NN1)C1CC2(CN(C2)C(=O)N2CC3(C2)CN(C3)CC3=C(C=CC=C3)S(=O)(=O)N)C1